OCN1CCOCC1 N-hydroxylmethylmorpholin